di(tert-butyl)(4-ethylphenyl)phosphine C(C)(C)(C)P(C1=CC=C(C=C1)CC)C(C)(C)C